(R)-1-(4,4-dimethyltetrahydrofuran-3-yl)-2-(2,3,6-trifluoro-4-(6-((5-methyl-1,3,4-thiadiazol-2-yl)methoxy)pyridin-2-yl)benzyl)-1H-benzo[d]imidazole-6-carboxylic acid CC1([C@H](COC1)N1C(=NC2=C1C=C(C=C2)C(=O)O)CC2=C(C(=C(C=C2F)C2=NC(=CC=C2)OCC=2SC(=NN2)C)F)F)C